P(=O)(OCCOCCOCCOCCOC)(OCCOCCOCCOCCOC)Cl bis(2-(2-(2-(2-methoxyethoxy)ethoxy)ethoxy)ethyl) monochlorophosphate